CC1=NN(C2=C1CN(CC2)C=2C1=C(N=C(N2)C)C(=NN1C)C)CC12CCC(CC1)(CC2)NC(OC(C)(C)C)=O tert-butyl (4-((3-methyl-5-(1,3,5-trimethyl-1H-pyrazolo[4,3-d]pyrimidin-7-yl)-4,5,6,7-tetrahydro-1H-pyrazolo[4,3-c]pyridin-1-yl)methyl)bicyclo[2.2.2]octan-1-yl)carbamate